C(C)(C)(CC)C=1C(=C(C=C(C1)C(C)(C)CC)N1N=C2C(=N1)C=CC=C2)O 2-(3',5'-Di-tert-amyl-2'-hydroxyphenyl)benzotriazol